1-(4-benzyl-2,3-dihydro-1,4-benzoxazin-6-yl)but-3-en-1-amine C(C1=CC=CC=C1)N1CCOC2=C1C=C(C=C2)C(CC=C)N